γ-glycidoxypropyl(dimethyl)methoxysilane C(C1CO1)OCCC[Si](OC)(C)C